CC1=C(C(=O)OC2=C(C=C(C=C2)C(C)(C)C)OC(C2=C(C=CC=C2)C)=O)C=CC=C1 4-tert-butyl-1,2-phenylene bis(2-methylbenzoate)